1-(5-((2,5-diazabicyclo[2.2.2]octan-2-yl)methyl)benzo[d]isoxazol-3-yl)-3-(4-methoxybenzyl)dihydropyrimidine-2,4(1H,3H)-dione hydrochloride Cl.C12N(CC(NC1)CC2)CC=2C=CC1=C(C(=NO1)N1C(N(C(CC1)=O)CC1=CC=C(C=C1)OC)=O)C2